2-((1,2-dimethyl-1H-imidazol-5-yl)methyl)-6-((2-methyl-6-(trifluoromethyl)pyridin-3-yl)sulfonyl)-2,6-diazaspiro[3.3]heptane CN1C(=NC=C1CN1CC2(C1)CN(C2)S(=O)(=O)C=2C(=NC(=CC2)C(F)(F)F)C)C